2-(4-(3-isopropyl-2-(5-methyl-[1,2,4]triazolo[4,3-a]pyridin-6-yl)-1H-indol-5-yl)piperidin-1-yl)-N,N-dimethylacetamide C(C)(C)C1=C(NC2=CC=C(C=C12)C1CCN(CC1)CC(=O)N(C)C)C=1C=CC=2N(C1C)C=NN2